NC=1C=C(C=CC1C)N1C(NCC1)=O 1-(3-amino-4-methyl-phenyl)imidazolidin-2-one